FC1=C(CN2C(N([C@H](C3=CC=C(C=C23)C(=O)NCC2=C(C=C(C=C2F)F)F)C)C)=O)C(=CC=C1C(NCCO)=O)F (S)-1-(2,6-difluoro-3-((2-hydroxyethyl)carbamoyl)benzyl)-3,4-dimethyl-2-oxo-N-(2,4,6-trifluorobenzyl)-1,2,3,4-tetrahydroquinazoline-7-carboxamide